6-amino-1-(2-((2-((3-chloro-2-fluorophenylmethyl)amino)-2-oxoethyl)(cyclopropyl)amino)-2-oxoethyl)-1H-indazole-3-carboxamide NC1=CC=C2C(=NN(C2=C1)CC(=O)N(C1CC1)CC(=O)NCC1=C(C(=CC=C1)Cl)F)C(=O)N